4-bromo-toluene BrC1=CC=C(C)C=C1